rel-(1R,2S)-2-{3-[({1-[(2S)-2-butanyl]-5-(3-phenylpropyl)-1H-pyrrole-2-yl}Carbonyl)Amino]-5-Methylphenyl}Cyclopropane C[C@@H](CC)N1C(=CC=C1CCCC1=CC=CC=C1)C(=O)NC=1C=C(C=C(C1)C)C1CC1